4-methyl-6-(4-(((3S,5R)-3-methyl-5-(4-methyl-1-oxo-1,3-dihydroisobenzofuran-5-yl-3,3-d2)piperazin-1-yl)methyl)-1H-1,2,3-triazol-1-yl)nicotinonitrile CC1=CC(=NC=C1C#N)N1N=NC(=C1)CN1C[C@@H](N[C@@H](C1)C=1C(=C2C(OC(C2=CC1)=O)([2H])[2H])C)C